C(C)(C)(C)OC(=O)N[C@H](C(=O)OCC1=CC=CC=C1)CC1=CC=C(C=C1)C1=CC=CC=C1 benzyl (2S)-2-[[(tert-butoxy)carbonyl]amino]-3-(4-phenylphenyl)propanoate